8-phenylguanosine C1(=CC=CC=C1)C=1N([C@H]2[C@H](O)[C@H](O)[C@@H](CO)O2)C=2N=C(NC(C2N1)=O)N